4-(4-((1R,5S)-3,8-diazabicyclo[3.2.1]octan-3-yl)-8-fluoro-2-(((2S,4R)-4-fluoro-1-methylpyrrolidin-2-yl)methoxy)pyrido[4,3-d]pyrimidin-7-yl)-5-ethynyl-6-fluoronaphthalen-2-ol [C@H]12CN(C[C@H](CC1)N2)C=2C1=C(N=C(N2)OC[C@H]2N(C[C@@H](C2)F)C)C(=C(N=C1)C1=CC(=CC2=CC=C(C(=C12)C#C)F)O)F